C[C@@H](CC1=C(C=CC=C1)C=1C(=CC=CC1)C1=CC=CC=C1)CCC |r| dl-(+-)-beta-methylpentyl-terphenyl